CC1=C(OC=2CCC3=CN(N=C3C21)CC=2OC=CN2)C(=O)NC[C@H]2OCCC2 8-methyl-2-[(1,3-oxazol-2-yl)methyl]-N-{[(2S)-oxolane-2-yl]methyl}-4,5-dihydro-2H-furo[2,3-g]indazole-7-carboxamide